tert-butyl 3-[(4-cyano-2-fluoro-phenyl)methoxy]pyrazole-1-carboxylate C(#N)C1=CC(=C(C=C1)COC1=NN(C=C1)C(=O)OC(C)(C)C)F